2-((3,4-dihydroisoquinolin-2(1H)-yl)methyl)-5-((4-methoxybenzyl)oxy)-4H-pyran-4-one C1N(CCC2=CC=CC=C12)CC=1OC=C(C(C1)=O)OCC1=CC=C(C=C1)OC